(pyridin-2-ylamino)pyrimidine-5-carboxylate N1=C(C=CC=C1)NC1=NC=C(C=N1)C(=O)[O-]